C1(=CC=CC=C1)[C@@H]1O[C@H]1C1=CC=CC=C1 Trans-2,3-diphenyl-oxirane